(5-chloro-2-hydroxyphenyl)phenyl-methyleneamine ClC=1C=CC(=C(C1)C=NC1=CC=CC=C1)O